Tert-butyl 2-(2-(2-(2-((2-(2,6-Dioxopiperidin-3-yl)-1,3-dioxoisoindolin-4-yl)amino)ethoxy) ethoxy)ethoxy)acetate O=C1NC(CCC1N1C(C2=CC=CC(=C2C1=O)NCCOCCOCCOCC(=O)OC(C)(C)C)=O)=O